CC=1C=2N(C=CC1)N=C(C2)[C@@H]2N(CCC1=C2N=CN1)C1=NC=C(C=N1)C(=O)C1=CC=CC=C1 (R)-(2-(4-(4-methylpyrazolo[1,5-a]pyridin-2-yl)-1,4,6,7-tetrahydro-5H-imidazo[4,5-c]pyridin-5-yl)pyrimidin-5-yl)(phenyl)methanone